N-(3-(6-(4-fluoro-3-hydroxyphenoxy)pyridin-2-yl)phenyl)acetamide FC1=C(C=C(OC2=CC=CC(=N2)C=2C=C(C=CC2)NC(C)=O)C=C1)O